C(C=C)(=O)OC(C(O)CO)CC(=O)C acetonylglycerol acrylate